C(C)C(CN1CN(CC(C1)(N)C)CC(CCCC)CC)CCCC 1,3-bis(2-ethylhexyl)-5-methyl-1,3-diazinan-5-amine